butyl 4-(4-methoxybenzyl)-2-(2-vinylphenyl)piperazine-1-carboxylate COC1=CC=C(CN2CC(N(CC2)C(=O)OCCCC)C2=C(C=CC=C2)C=C)C=C1